3-(Ethylamino)-2-[pyridinyl]-4-[(5-hydroxy-2-indolyl)carbonyl]piperazine C(C)NC1C(NCCN1C(=O)C=1NC2=CC=C(C=C2C1)O)C1=NC=CC=C1